CN1CCN(CC1)C1=CC=C(C(=O)NC2=NNC3=NC=C(C=C32)C3=CC=CC=C3)C=C1 4-(4-Methylpiperazin-1-yl)-N-(5-phenyl-1H-pyrazolo[3,4-b]pyridin-3-yl)benzamid